N-phenoxycarbonyl-sarcosine methyl-(1S,4S)-4-hydroxycyclohexane-1-carboxylate CC1(CCC(CC1)O)C(=O)O.O(C1=CC=CC=C1)C(=O)N(C)CC(=O)O